C1(C#CCCCCC1)OCC(=O)NCCOCCOCCOCCOCCC(=O)NCCCC(=O)O 4-{1-[2-(cyclooct-2-yn-1-yloxy)acetamido]-3,6,9,12-tetraoxapentadecan-15-amido}butanoic acid